(4-(4-((1-(4-methoxybenzyl)piperidin-4-yl)amino)-1H-benzo[d]imidazol-2-yl)phenoxy)-N-methylacetamide COC1=CC=C(CN2CCC(CC2)NC2=CC=CC=3NC(=NC32)C3=CC=C(OCC(=O)NC)C=C3)C=C1